C(C)(=O)N1[C@H](CCC2=CC(=CC=C12)C=1C=C(CCNC(=O)C2=C(C=3N=C(N=C(C3S2)N2CCOCC2)Cl)C)C=CC1)C (S)-N-(3-(1-Acetyl-2-methyl-1,2,3,4-tetrahydroquinolin-6-yl)phenethyl)-2-chloro-7-methyl-4-morpholinothieno[3,2-d]pyrimidine-6-carboxamide